CC(OC(NCC[C@@H](NC(OCC1=CC=CC=C1)=O)C=1C=C(C(=O)N[C@@H]2CN(CC2)C(=O)OC(C)(C)C)C=CC1)=O)(C)C (S)-tert-butyl 3-(3-((R)-11,11-dimethyl-3,9-dioxo-1-phenyl-2,10-dioxa-4,8-diazadodecan-5-yl)benzamido)pyrrolidine-1-carboxylate